2-methyl-2-(pyridin-3-yl)propan-1-amine CC(CN)(C)C=1C=NC=CC1